tyrosyl-3'-deoxy-3'-aminoadenosine N[C@@H](CC1=CC=C(C=C1)O)C(=O)[C@@]1([C@H](O)[C@@H]([C@@H](CO)O1)N)N1C=NC=2C(N)=NC=NC12